CNC[C@H]1OCCC=2C=CC3=C(C12)OCC3 (S)-N-methyl-1-(2,3,6,9-tetrahydro-7H-furo[3,2-h]isochromen-9-yl)methanamine